FC=1C(=C(C=CC1)[C@H]1[C@@H](O[C@]([C@H]1C)(C(F)(F)F)C)C(=O)NC=1C=NC(=CC1)CO)OCCN1CCOCC1 (2R,3S,4S,5R)-3-(3-fluoro-2-(2-morpholinoethoxy)phenyl)-N-(6-(hydroxymethyl)pyridin-3-yl)-4,5-dimethyl-5-(trifluoromethyl)tetrahydrofuran-2-carboxamide